7-chloro-1-methyl-4-(piperidin-4-yl)-1,4-dihydropyrido[2,3-b]pyrazine-2,3-dione hydrochloride Cl.ClC1=CC2=C(N(C(C(N2C)=O)=O)C2CCNCC2)N=C1